4-(((3-Hydroxyoxetan-3-yl)methyl)amino)-3-nitrobenzenesulfonamide OC1(COC1)CNC1=C(C=C(C=C1)S(=O)(=O)N)[N+](=O)[O-]